(3-chloro-5-fluorophenyl)-1-ethyl-8-((tetrahydro-2H-pyran-4-yl)methyl)-1,3,8-triazaspiro[4.5]decane-2,4-dione formate salt C(=O)O.ClC=1C=C(C=C(C1)F)N1C(N(C2(C1=O)CCN(CC2)CC2CCOCC2)CC)=O